CC1=CC=CC(=N1)C1=NN(C=C1)O 3-(6-methylpyridin-2-yl)-1H-pyrazole-1-ol